P(=O)(O)(O)OC[C@@H](C=O)O L-glyceraldehyde 3-phosphate